2-amino-N-(9-oxo-1,2,3,9-tetrahydropyrrolo[2,1-b]quinazolin-6-yl)acetamide (3R,4R,5R,6R)-6-(acetoxymethyl)-3-(2-cycloheptylacetamido)tetrahydro-2H-pyran-2,4,5-triyl-triacetate C(C)(=O)OC[C@H]1[C@@H]([C@H]([C@H](C(O1)CC(=O)O)NC(CC1CCCCCC1)=O)CC(=O)O)CC(=O)O.NCC(=O)NC=1C=CC=2C(N3C(=NC2C1)CCC3)=O